FC(C1=NN=C(O1)C=1C=NC(=NC1)NC1(CC1)C=1C=C(C=CC1)C1=CC=C(C=C1)F)F 5-(5-(difluoromethyl)-1,3,4-oxadiazol-2-yl)-N-(1-(4'-fluoro-[1,1'-biphenyl]-3-yl)cyclopropyl)pyrimidin-2-amine